(R)-1-(4-bromophenyl)-ethylamine BrC1=CC=C(C=C1)[C@@H](C)N